Tert-butyl 4-((4-ethoxy-4-oxobut-2-yn-1-yl)oxy)piperidine-1-carboxylate C(C)OC(C#CCOC1CCN(CC1)C(=O)OC(C)(C)C)=O